2'-bipyridinamine N1=C(C=CC=C1)C1(NC=CC=C1)N